[C@H]12CN(C[C@H](CC1)N2)C=2C1=C(N=C(N2)OCCC=2N(C=CN2)C)C(=C(N=C1)C1=C(C=CC=C1C)F)F 4-((1R,5S)-3,8-diazabicyclo[3.2.1]octan-3-yl)-8-fluoro-7-(2-fluoro-6-methylphenyl)2-(2-(1-methyl-1H-imidazol-2-yl)ethoxy)pyrido[4,3-d]pyrimidine